(S)-2-(2-isopropylphenyl)pyrrolidine-1-carboxylic acid tert-butyl ester C(C)(C)(C)OC(=O)N1[C@@H](CCC1)C1=C(C=CC=C1)C(C)C